C(C)(C)(C)OC(=O)N1C[C@@H](N(CC1)C(=N)C1=CC(=C(C=C1F)C1=C(C=CC=C1)F)Cl)C.ClC1=NC(=CC=C1)C(Cl)(Cl)Cl 2-chloro-6-(trichloromethyl)pyridine tert-Butyl-(S)-4-((2-chloro-2',5-difluoro-[1,1'-biphenyl]-4-yl)(imino)methyl)-3-methylpiperazine-1-carboxylate